CN1C(=NN=C1)CC(C)C1=CC(=NC=C1)N 4-(1-(4-methyl-4H-1,2,4-triazol-3-yl)propan-2-yl)pyridin-2-amine